2,2'-bis(o-Chlorophenyl)-4,4',5,5'-tetraphenyl-1,2'-biimidazole ClC1=C(C=CC=C1)C=1N(C(=C(N1)C1=CC=CC=C1)C1=CC=CC=C1)C1(N=C(C(=N1)C1=CC=CC=C1)C1=CC=CC=C1)C1=C(C=CC=C1)Cl